Cl.Cl.N[C@@H]1CN(C[C@@H](C1)C)C1=C(C=NC=C1)NC(=O)C=1C(=C(C(=CC1)F)C1=C(C=C(C=C1F)OCC)F)F N-(4-((3S,5R)-3-amino-5-methylpiperidin-1-yl)pyridin-3-yl)-4'-ethoxy-2,2',6,6'-Tetrafluoro-[1,1'-biphenyl]-3-carboxamide dihydrochloride